3-[4-(4-chloro-2-methylsulfanyl-phenyl)phenyl]Azetidine-1-carboxylic acid tert-butyl ester C(C)(C)(C)OC(=O)N1CC(C1)C1=CC=C(C=C1)C1=C(C=C(C=C1)Cl)SC